ClC=1C(NC(NC1CN1C(CCC1)=O)=O)=O 5-chloro-6-[(2-oxopyrrolidine-1-yl)methyl]-2,4(1H,3H)-pyrimidinedione